tertbutyl (1R,5S)-3,8-diazabicyclo[3.2.1]octane-8-carboxylate [C@H]12CNC[C@H](CC1)N2C(=O)OC(C)(C)C